C[C@@]12OO[C@]34[C@@H](CC1)[C@@H](CC[C@H]3[C@H]([C@@H](O[C@@H]4O2)C(=O)O)C)C (3R,5aS,6R,8aS,9R,10R,12R,12aR)-3,6,9-trimethyldecahydro-12H-3,12-epoxypyrano[4,3-j][1,2]benzodioxepine-10-carboxylic acid